palmitic acid-3,7-dimethylocta-2,6-dien-1-yl ester CC(=CCOC(CCCCCCCCCCCCCCC)=O)CCC=C(C)C